N-({6-[(4,4-difluoropiperidin-1-yl)methyl]imidazo[1,2-a]pyridin-2-yl}methyl)-4-oxo-4H-pyrido[1,2-a]pyrimidine-2-carboxamide FC1(CCN(CC1)CC=1C=CC=2N(C1)C=C(N2)CNC(=O)C=2N=C1N(C(C2)=O)C=CC=C1)F